FC1(CC(CC1)C(C(=O)NC=1SC(=NN1)CC)C1=CC=C(C=C1)C=1N=NN(N1)C)F 2-(3,3-Difluorocyclopentyl)-N-(5-ethyl-1,3,4-thiadiazol-2-yl)-2-(4-(2-methyl-2H-tetrazol-5-yl)phenyl)acetamide